2-(1-(2-fluorophenyl)ethyl)benzen-3-d-amine FC1=C(C=CC=C1)C(C)C1=C(C=CC=C1[2H])N